benzenediethaneamine C=1(C(=CC=CC1)CCN)CCN